2-(2-aminopyridine-4-yl)-N-(6-(4-fluorophenyl)-2-(2-morpholinoethyl)-2H-indazol-5-yl)thiazole-4-carboxamide NC1=NC=CC(=C1)C=1SC=C(N1)C(=O)NC1=CC2=CN(N=C2C=C1C1=CC=C(C=C1)F)CCN1CCOCC1